(E)-N-(4-(1-(4-(4-(8-(2-(2,6-dioxopiperidin-3-yl)-1-oxoisoindoline-4-yl)oct-7-yn-1-yl)piperazin-1-yl)benzoyl)piperidin-4-yl)butyl)-3-(pyridin-3-yl)acrylamide O=C1NC(CCC1N1C(C2=CC=CC(=C2C1)C#CCCCCCCN1CCN(CC1)C1=CC=C(C(=O)N2CCC(CC2)CCCCNC(\C=C\C=2C=NC=CC2)=O)C=C1)=O)=O